(S)-N-(2-(1-(3-chlorophenyl)ethoxy)-4-(4,4,5,5-tetramethyl-1,3,2-dioxaborolan-2-yl)phenyl)-1,1-difluoromethane-sulfonamide ClC=1C=C(C=CC1)[C@H](C)OC1=C(C=CC(=C1)B1OC(C(O1)(C)C)(C)C)NS(=O)(=O)C(F)F